tetramethyl ((5-(2,6-bis(2-(diethoxyphosphoryl)ethyl)-4-(((1,3-dihydroxy-2-(hydroxymethyl)propan-2-yl)amino)methyl)phenoxy)-1,3-phenylene)bis(ethane-2,1-diyl))bis(phosphonate) C(C)OP(=O)(OCC)CCC1=C(OC=2C=C(C=C(C2)CCP(OC)(OC)=O)CCP(OC)(OC)=O)C(=CC(=C1)CNC(CO)(CO)CO)CCP(=O)(OCC)OCC